C1CC=CSNC1 tetrahydrothiazepine